CN1C(=NC=C1)S(=O)(=O)NC=1C=CC=C2C=CC=NC12 1-methyl-N-(quinolin-8-yl)-1H-imidazole-2-sulfonamide